8-Cyclopropyl-N-[(1-methyl-1H-pyrazol-3-yl)methyl]-2-(pyridin-2-ylmethyl)-4,5-dihydro-2H-furo[2,3-g]indazol-7-carboxamid C1(CC1)C1=C(OC=2CCC3=CN(N=C3C21)CC2=NC=CC=C2)C(=O)NCC2=NN(C=C2)C